OCCNC1=NC=NC=N1 6-(2-hydroxyethylamino)-1,3,5-triazine